FC=1C(=NC(=NC1)N[C@@H]1CC[C@H](CC1)C(=O)O)C1=CC=CC(=N1)N1C(C=CC=C1)=O trans-4-((5-fluoro-4-(2-oxo-2H-[1,2'-bipyridin]-6'-yl)pyrimidin-2-yl)amino)cyclohexane-1-carboxylic acid